2-(4-(4-(((4,6-dimethyl-2-oxo-1,2-dihydropyridin-3-yl)methyl)carbamoyl)-1-ethyl-1H-indol-6-yl)benzyl)-1H-benzimidazole-4-carboxamide CC1=C(C(NC(=C1)C)=O)CNC(=O)C1=C2C=CN(C2=CC(=C1)C1=CC=C(CC2=NC3=C(N2)C=CC=C3C(=O)N)C=C1)CC